(2-(3,3-Difluorocyclobutoxy)ethylidene)-2-methylpropane-2-sulfinamide FC1(CC(C1)OCC=CC(C)(S(=O)N)C)F